C(C1=CC=CC=C1)SC1=CC=C2C=CC(=NC2=C1)Cl 7-benzylsulfanyl-2-chloro-quinoline